N-(4-(4-(1-methoxy-propan-2-yl)piperazin-1-yl)pyridin-2-yl)-5-(5-methyl-1H-pyrazol-4-yl)thiazolo[5,4-b]pyridin-2-amine COCC(C)N1CCN(CC1)C1=CC(=NC=C1)NC=1SC2=NC(=CC=C2N1)C=1C=NNC1C